N-(5-(N-((5-(2,6-dioxopiperidin-3-yl)-4-oxo-5,6-dihydro-4H-thieno[3,4-c]pyrrol-1-yl)methyl)sulfamoyl)-4-methylthiazol-2-yl)acetamide O=C1NC(CCC1N1CC=2C(C1=O)=CSC2CNS(=O)(=O)C2=C(N=C(S2)NC(C)=O)C)=O